3-(4-(methoxycarbonyl)phenyl)-3-methyl-2-(methylamino)butanoic acid COC(=O)C1=CC=C(C=C1)C(C(C(=O)O)NC)(C)C